[2-[2-[1-(2,6-dioxo-3-piperidyl)-3-methyl-2-oxo-benzimidazol-5-yl]ethoxy]ethyl]carbamate O=C1NC(CCC1N1C(N(C2=C1C=CC(=C2)CCOCCNC([O-])=O)C)=O)=O